IC1=C(C=CC(=C1)OC)OC 2-iodo-1,4-dimethoxybenzene